C(C)(=O)OC(C=C)(CCC=C(CCC=C(C)C)C)C 3,7,11-trimethyldodeca-1,6,10-trien-3-yl acetate